BrC1=CC(=C(CN2CC(C2)(O)C)C=C1C)C 1-(4-bromo-2,5-dimethylbenzyl)-3-methylazetidin-3-ol